[Li]CCCN([Si](C)(C)C)[Si](C)(C)C 3-lithio-1-[N,N-bis(trimethylsilyl)]aminopropane